tert-butyl N-methyl-N-(3-methyl-4,5,6,7-tetrahydrobenzothiophen-5-yl)carbamate CN(C(OC(C)(C)C)=O)C1CCC2=C(C(=CS2)C)C1